3-[1-(1-cyanoethyl)pyrazol-4-yl]Urea C(#N)C(C)N1N=CC(=C1)NC(N)=O